C(C1=CC=CC=C1)NC(=O)N1CCC(N2C1CN(C([C@@H](C2)C(C)C)=O)CC2=CC1=CC=CC=C1C=C2)=O (7R)-N-benzyl-7-isopropyl-9-(naphthalen-2-ylmethyl)-4,8-dioxooctahydropyrimido[1,2-a][1,4]diazepine-1(2H)-carboxamide